NC1=CC(C(NC1=NC=1C(=NN2C1C=CC=C2)OCCN2CCCCC2)=NC=2C(=NN1C2C=CC=C1)OCCN1CCCCC1)=N N,N'-(5-Amino-3-iminopyridin-2,6(1H,3H)-diyliden)bis{2-[2-(piperidin-1-yl)ethoxy]pyrazolo[1,5-a]pyridin-3-amin}